(4S,6S)-1-[(1S,3R,4S)-3,4-difluorocyclohexyl]-5,5,6-trifluoro-3-(trifluoromethyl)-4,6-dihydrocyclopenta[c]pyrazol-4-ol F[C@@H]1C[C@H](CC[C@@H]1F)N1N=C(C2=C1[C@@H](C([C@H]2O)(F)F)F)C(F)(F)F